dotriacontyl methacrylate C(C(=C)C)(=O)OCCCCCCCCCCCCCCCCCCCCCCCCCCCCCCCC